[Cl-].C(C(=C)C)(=O)CC[N+]1=CC=CC=C1 1-(2-methacryloylethyl)pyridinium chloride